N-methoxy-N-methylcyclopentane-1-carboxamide CON(C(=O)C1CCCC1)C